8-chloro-2-[4-methoxy-3-(trifluoromethyl)phenyl]quinoline ClC=1C=CC=C2C=CC(=NC12)C1=CC(=C(C=C1)OC)C(F)(F)F